CC1CC(C(C(C1)=O)=C(I)C1=CC=CC=C1)=O 5-methyl-2-(phenyliodomethylene)cyclohexane-1,3-dione